C1(C=CC(N1CC(=O)ON1C(CCC1=O)=O)=O)=O succinimidyl N-(α-maleimidoacetate)